COC1=NNC=2C1=NC(=CC2CN2CCCC2)C=2C=C1CN(C(C1=CC2)=O)C2C(NC(CC2)=O)=O 3-(5-(3-methoxy-7-(pyrrolidin-1-ylmethyl)-1H-pyrazolo[4,3-b]pyridin-5-yl)-1-oxoisoindolin-2-yl)piperidine-2,6-dione